FC=1C(=NC=C(C1)F)C1=C(C(=CC(=C1)C)F)C1CC(=NO1)N1C[C@H]([C@H](C1)F)NS(=O)(=O)C N-[(3R,4S)-1-{5-[2-(3,5-difluoropyridin-2-yl)-6-fluoro-4-methylphenyl]-4,5-dihydro-1,2-oxazol-3-yl}-4-fluoropyrrolidin-3-yl]methanesulfonamide